N,N-di-n-dodecyl-fumaric acid amide C(CCCCCCCCCCC)N(C(\C=C\C(=O)O)=O)CCCCCCCCCCCC